CN1CCC=2C1=NC=CC2C=2C=C1C=NN(C(C1=CC2)=O)C2=NC=CC=C2 6-(1-Methyl-2,3-dihydro-1H-pyrrolo[2,3-b]pyridin-4-yl)-2-(pyridin-2-yl)phthalazin-1(2H)-one